CC1=CC=C(C=C1)S(=O)(=O)O.CC1=CC=C(C=C1)S(=O)(=O)O.FC=1C=C(C#N)C=CC1COC1=NC=CC(=N1)N1CC=2CNCC2C1 3-fluoro-4-(((4-(3,4,5,6-tetrahydropyrrolo[3,4-c]pyrrol-2(1H)-yl)pyrimidin-2-yl)oxy)methyl)benzonitrile bis(4-methylbenzenesulfonate)